BrC1=C(C=C(C=N1)NC(C(N1C(CCCC1)C=1SC=CC1)=O)=O)C N-(6-bromo-5-methylpyridin-3-yl)-2-oxo-2-(2-Thiophen-2-Ylpiperidin-1-yl)Acetamide